5-Bromo-1-(methyl-d3)-3-nitropyridin-2(1H)-one BrC=1C=C(C(N(C1)C([2H])([2H])[2H])=O)[N+](=O)[O-]